N,N,N',N'-tetrakis(2-hydroxypropyl)hexanediamide tert-Butyl-4-(6-(3-((5-cyclopropoxypyridin-2-yl)(imino)methyl)thioureido)pyridin-3-yl)piperazine-1-carboxylate C(C)(C)(C)OC(=O)N1CCN(CC1)C=1C=NC(=CC1)NC(=S)NC(=N)C1=NC=C(C=C1)OC1CC1.OC(CN(C(CCCCC(=O)N(CC(C)O)CC(C)O)=O)CC(C)O)C